CN1CCN(CC1)C(=O)C1C(C2CCC1O2)C(=O)O 3-[(4-Methylpiperazin-1-yl)carbonyl]-7-oxabicyclo[2.2.1]heptane-2-carboxylic acid